OC=1C=CC(=NC1)CNC(OC(C)(C)C)=O tert-butyl ((5-hydroxypyridin-2-yl)methyl)carbamate